L-(-)-3-cyano-2-hydroxypropyl-trimethylammonium chloride [Cl-].C(#N)CC(C[N+](C)(C)C)O